COC(/C(=C/OC)/C1=C(C=CC=C1)COC1=C(C=C(C=C1)C(F)(F)F)Cl)=O (alphaE)-2-[[2-chloro-4-(trifluoromethyl)phenoxy]methyl]-alpha-(methoxymethylene)phenylacetic acid methyl ester